C(C)(C)(C)OC(=O)NC[C@@H](C)N1C(=C(C2=CC=C(C(=C12)C1=C(C=C(C=C1C)OCOC)C)Cl)CCCOC1=CC(=C(C(=C1)C)Cl)C)C(=O)OCC Ethyl (R)-1-(1-((tert-butoxycarbonyl)amino)propan-2-yl)-6-chloro-3-(3-(4-chloro-3,5-dimethylphenoxy)propyl)-7-(4-(methoxymethoxy)-2,6-dimethylphenyl)-1H-indole-2-carboxylate